L-aspartic acid-methyl ester COC([C@@H](N)CC(=O)O)=O